ClC1=C(C=CC(=C1)NC1=NC=NC2=CC(=C3C(=C12)OCCO3)OC)NC(=O)NC3=CC(=NC=C3)OC 1-(2-chloro-4-((5-methoxy-2,3-dihydro-[1,4]dioxino[2,3-f]quinazolin-10-yl)amino)phenyl)-3-(2-methoxypyridin-4-yl)urea